N1=NC=C(C=C1)C1=CC=2C=NC=CC2S1 2-pyridazin-4-ylthieno[3,2-c]pyridin